ClC=1C=C(C=2C=CC=3N(C2N1)C=C(N3)C=3OC=NN3)C(F)(F)F 2-(2-chloro-4-(trifluoromethyl)imidazo[1,2-a][1,8]naphthyridin-8-yl)-1,3,4-oxadiazole